CC1N(CCC(C1)C(=O)NC=1N=CC2=CC=C(C=C2C1)C=1C=NN(C1CN1CCCCC1)C)C1CCNCC1 methyl-N-(6-(1-methyl-5-(piperidin-1-ylmethyl)-1H-pyrazol-4-yl)isoquinolin-3-yl)-[1,4'-bipiperidine]-4-carboxamide